COC(=O)C1=CC=C2C=CN(C2=C1)C1=NC(=NC=C1C(F)(F)F)Cl (2-chloro-5-(trifluoromethyl)pyrimidin-4-yl)-1H-indole-6-carboxylic acid methyl ester